[Si](C)(C)(C(C)(C)C)OC(C)(C)C=1C=C(C=NC1OC)C1CN(CCC1=O)C(=O)OC(C)(C)C tert-butyl 3-(5-(2-(tert-butyldimethylsilyloxy) prop-2-yl)-6-methoxypyridin-3-yl)-4-oxopiperidine-1-carboxylate